tetrabutylammonium tris(3-chloro-4-methylphenyl)hexyl-borate ClC=1C=C(C=CC1C)C(CCCCCOB([O-])[O-])(C1=CC(=C(C=C1)C)Cl)C1=CC(=C(C=C1)C)Cl.C(CCC)[N+](CCCC)(CCCC)CCCC.C(CCC)[N+](CCCC)(CCCC)CCCC